3-(3-(1-Cyano-2-(2-(2-fluoro-5-((6-fluoro-4-(methylsulfonyl)-1H-indol-5-yl)oxy)phenyl)-1H-imidazol-5-yl)propan-2-yl)phenyl)propanoic acid C(#N)CC(C)(C1=CN=C(N1)C1=C(C=CC(=C1)OC=1C(=C2C=CNC2=CC1F)S(=O)(=O)C)F)C=1C=C(C=CC1)CCC(=O)O